C(C1=CC=CC=C1)N1CC=C(C=C1)NC(CC1=C(C=CC(=C1)Cl)O)=O N-Benzyl-4-[[2-(5-chloro-2-hydroxyphenyl)acetyl]amino]pyridin